FC1=CC=CC=2N=C(SC21)N(CCC2=CC=C(C=C2)OC)CC2=CC=C(C=C2)N2[C@@H](CCC2)C(=O)O (4-(((7-fluorobenzo[d]thiazol-2-yl)(4-methoxyphenethyl)amino)-methyl)phenyl)-L-proline